1-(2-(2,4-dioxotetrahydropyrimidin-1(2H)-yl)-1,3-dioxoisoindolin-4-yl)piperidine-4-carboxaldehyde O=C1N(CCC(N1)=O)N1C(C2=CC=CC(=C2C1=O)N1CCC(CC1)C=O)=O